2-(6-Methoxy-9H-carbazol-3-yl)acetic acid COC=1C=C2C=3C=C(C=CC3NC2=CC1)CC(=O)O